Heptadecan-9-yl (S)-8-((2-hydroxypropyl)(8-(nonyloxy)-8-oxooctyl)amino)octanoate O[C@H](CN(CCCCCCCC(=O)OC(CCCCCCCC)CCCCCCCC)CCCCCCCC(=O)OCCCCCCCCC)C